2-chloro-N-[4-chloro-3-(2-pyridyl)phenyl]-4-(methylsulfonyl)-benzamide ClC1=C(C(=O)NC2=CC(=C(C=C2)Cl)C2=NC=CC=C2)C=CC(=C1)S(=O)(=O)C